C(C)(C)(C)N(C(=O)OCC1C(C1)C1=NC(=CC=C1)CCN)C1C(N(C2=CC=CC=C2C1)C1=CC=C(C=C1)C(F)(F)F)=O (2-(6-(2-aminoethyl)pyridin-2-yl)cyclopropyl)methanol tert-butyl-(2-oxo-1-(4-(trifluoromethyl)phenyl)-1,2,3,4-tetrahydroquinolin-3-yl)carbamate